8-(1,6-diaminohexanyl)adenine NC(CCCCCN)C1=NC2=NC=NC(=C2N1)N